FCC(CCCCC)C1=C2C(NC(C2=CC=C1)=O)=O 1-fluorohept-2-yl-isoindole-1,3-dione